2-[2-(2-bromo-5-iodophenyl)ethyl]-2-methyl-1,3-benzodioxole BrC1=C(C=C(C=C1)I)CCC1(OC2=C(O1)C=CC=C2)C